tert-butyl 4-cyano-4-(1H-pyrazol-1-yl)piperidine-1-carboxylate C(#N)C1(CCN(CC1)C(=O)OC(C)(C)C)N1N=CC=C1